methyl 1-cyclopropylpyrazolo[3,4-d]pyrimidine-6-carboxylate C1(CC1)N1N=CC=2C1=NC(=NC2)C(=O)OC